FC=1C=C(CNC=2C=C3N(C(N2)=O)C[C@@H]2N3CCC2)C=C(C1)F (R)-3-((3,5-difluorobenzyl)amino)-7,8,8a,9-tetrahydropyrrolo[1',2':3,4]imidazo[1,2-c]pyrimidin-1(6H)-one